1-(2-(chloromethyl)-3-fluoro-4-methoxyphenyl)-1H-1,2,3-triazole ClCC1=C(C=CC(=C1F)OC)N1N=NC=C1